1-(5-chloro-2-((6-methoxy-2-methyl-1,2,3,4-tetrahydroisoquinolin-7-yl)amino)pyrimidin-4-yl)-N-methylindoline-3-carboxamide ClC=1C(=NC(=NC1)NC1=C(C=C2CCN(CC2=C1)C)OC)N1CC(C2=CC=CC=C12)C(=O)NC